O=C1N(CCC(N1)=O)C1=CC(=C(CN(C2CCN(CC2)C2=CC=C(C(=O)NC3=CC(=C(C=C3)C)NC3=NC=CC(=N3)C=3C=NC=CC3)C=C2)C)C=C1)F 4-(4-((4-(2,4-dioxotetrahydropyrimidin-1(2H)-yl)-2-fluorobenzyl)(methyl)amino)piperidin-1-yl)-N-(4-methyl-3-((4-(pyridin-3-yl)pyrimidin-2-yl)amino)phenyl)benzamide